2-methyl-5-(naphthalene-1-yl)-N-(3-(2-oxopropyl)-1,2,4-thiadiazol-5-yl)furan-3-carboxamide CC=1OC(=CC1C(=O)NC1=NC(=NS1)CC(C)=O)C1=CC=CC2=CC=CC=C12